2'-bromo-N2,N6-Diphenyl-[1,1'-biphenyl]-2,6-diamine BrC1=C(C=CC=C1)C=1C(=CC=CC1NC1=CC=CC=C1)NC1=CC=CC=C1